methyl 2-(2-((3-(4-((4-(7-oxa-2-azaspiro[3.5]nonan-2-yl)cyclohexyl)amino)-1-(2,2,2-trifluoroethyl)-1H-indol-2-yl)prop-2-yn-1-yl)amino)-5-(methylsulfonyl)phenoxy)acetate C1N(CC12CCOCC2)C2CCC(CC2)NC2=C1C=C(N(C1=CC=C2)CC(F)(F)F)C#CCNC2=C(OCC(=O)OC)C=C(C=C2)S(=O)(=O)C